C(C)(C)(C)C1=C(C(=CC=C1)C1=C(C=CC=C1)N(CCCN(C)C)C1=C(C(=CC(=C1)C)C(C)(C)C)O)O 3-tert-butyl-2'-((3-tert-butyl-2-hydroxy-5-methylphenyl)(3-(dimethylamino)propyl)amino)-[1,1'-biphenyl]-2-ol